ClC=1C=CC(=C(C(=O)NC2=CC=C(C=C2)O)C1)OC 5-chloro-N-(4-hydroxyphenyl)-2-methoxybenzamide